bis(tridecyl)pentaerythritol diphosphite OP(O)OP(O)O.C(CCCCCCCCCCCC)C(O)(C(CO)(CO)CO)CCCCCCCCCCCCC